NC1=C(C=C(C=N1)C1=C(C=C(C=C1)N1C[C@H](CC1)N(S(=O)(=O)C)C)F)C=1C=C2CCNC(C2=CC1)=O (S)-N-(1-(4-(6-amino-5-(1-oxo-1,2,3,4-tetrahydroisoquinolin-6-yl)pyridin-3-yl)-3-fluorophenyl)pyrrolidin-3-yl)-N-methylmethanesulfonamide